N(N)C(CCC1=C(C(=O)N[C@H](C)C2=CC(=CC(=C2)C=2SC=CC2)C=2C=NN(C2)C)C=CC=C1)=O (R)-2-(3-hydrazineyl-3-oxopropyl)-N-(1-(3-(1-methyl-1H-pyrazol-4-yl)-5-(thiophen-2-yl)phenyl)ethyl)benzamide